COC1=CC=C2C(=CC=C(C2=C1)N(C(OC(C)(C)C)=O)C)C(NC)=O tert-butyl N-[7-methoxy-4-(methylcarbamoyl)-1-naphthyl]-N-methyl-carbamate